C(#N)C1=CC=C(CCN[C@@H](C(=O)NC2=NC=C(C=C2)O[C@H](C)C=2C=NN(C2)C)C2=CC=CC=C2)C=C1 |&1:20| (R,R)- and (R,S)-2-((4-cyanophenethyl)amino)-N-(5-(1-(1-methyl-1H-pyrazol-4-yl)ethoxy)pyridin-2-yl)-2-phenylacetamide